N1CCC2=CC(=CC=C12)C(=O)N1CCOCC1 indolin-5-yl-(morpholino)methanone